1-[(2-methyl-4-nitrophenyl)methyl]imidazole CC1=C(C=CC(=C1)[N+](=O)[O-])CN1C=NC=C1